FC=1C(=C(C=C(C1)C1(CC1)C)C(C(=O)O)N1C[C@@H](CC1)N(CCCCCC1=NC=2NCCCC2C=C1)C)OC 2-(3-fluoro-2-methoxy-5-(1-methylcyclopropyl)phenyl)-2-((R)-3-(methyl(5-(5,6,7,8-tetrahydro-1,8-naphthyridin-2-yl)pentyl)amino)pyrrolidin-1-yl)acetic acid